5-acetoxyl-2-thiophenecarboxaldehyde O(C(=O)C)C1=CC=C(S1)C=O